N-allyl-N-(2-formylphenyl)-4-methylbenzenesulfonamide C(C=C)N(S(=O)(=O)C1=CC=C(C=C1)C)C1=C(C=CC=C1)C=O